C([O-])([O-])=O.[Na+].[Ni+2] nickel-sodium carbonate